4-(2,3,5,6-tetrafluoro-4-vinylphenoxy)benzene-1,3-diamine FC1=C(OC2=C(C=C(C=C2)N)N)C(=C(C(=C1F)C=C)F)F